1-methoxy-3-trimethylsiloxy-1,3-butadiene COC=CC(=C)O[Si](C)(C)C